C(C1=CC=CC=C1)OC1=CC=CN2C1=NC=C(C2=O)CN(C)C 9-Benzyloxy-3-((dimethylamino)methyl)-4H-pyrido[1,2-a]pyrimidin-4-one